Methyl 3-(N-(3-amino-5-bromophenyl)sulfamoyl)propanoate NC=1C=C(C=C(C1)Br)NS(=O)(=O)CCC(=O)OC